F[C@@H]1CN(CC1)[C@@H](C)C1=CC(=C2CN(C(C2=C1)=O)C1=CC(=CC=C1)[C@@H](CC1=NN=CN1C)C)C(F)(F)F 6-((S)-1-((S)-3-fluoropyrrolidin-1-yl)ethyl)-2-(3-((R)-1-(4-methyl-4H-1,2,4-triazol-3-yl)propan-2-yl)phenyl)-4-(trifluoromethyl)isoindolin-1-one